meso-lanthionine C([C@H](C(=O)O)N)SC[C@@H](C(=O)O)N